5-(3-((4'-chloro-[1,1'-biphenyl]-2-yl)methyl)-3,6-diazabicyclo[3.1.1]heptan-6-yl)-2-(2,6-dioxopiperidin-3-yl)isoindoline-1,3-dione ClC1=CC=C(C=C1)C1=C(C=CC=C1)CN1CC2N(C(C1)C2)C=2C=C1C(N(C(C1=CC2)=O)C2C(NC(CC2)=O)=O)=O